ClC1=CC(=C(C(=O)N2C[C@H](N(CC2)C2=C(C(=O)NCCN3CCCC3)C=C(C=C2)C=2C(=NC=CC2)OCC)CC)C=C1)C(F)(F)F 2-[(2R)-4-[4-chloro-2-(trifluoromethyl)benzoyl]-2-ethylpiperazin-1-yl]-5-(2-ethoxypyridin-3-yl)-N-[2-(pyrrolidin-1-yl)ethyl]benzamide